bis(3-(trifluoromethyl)-5-(2-pyridyl)-1,2,4-triazolyl)dimethylphenylphosphine osmium (II) [Os+2].FC(C1=NN(C(=N1)C1=NC=CC=C1)C=1C(=C(C=CC1)P(C)C)N1N=C(N=C1C1=NC=CC=C1)C(F)(F)F)(F)F